S1C=CC2=NC=CC(=C21)SC=2C=1N(C=NC2)C=CN1 8-(thieno[3,2-b]pyridin-7-ylthio)imidazo[1,2-c]pyrimidin